N,N'-bis-(3-aminopropyl)-1,3-propanediamine NCCCNCCCNCCCN